ethyl 4,4-dimethoxy-2-methylbutyrate COC(CC(C(=O)OCC)C)OC